NC=1N=CN(C(C1C(=O)OC)=O)C1=C(C=C(C=C1Cl)N(C)C)Cl Methyl 4-amino-1-(2,6-dichloro-4-(dimethylamino)phenyl)-6-oxo-1,6-dihydropyrimidine-5-carboxylate